2-methyl-1-[4-(diphenylamino)phenyl]-2-morpholinopropane CC(CC1=CC=C(C=C1)N(C1=CC=CC=C1)C1=CC=CC=C1)(C)N1CCOCC1